(3R,4R)-2,5-dioxotetrahydrofuran-3,4-diol diacetate C(C)(=O)O[C@H]1C(OC([C@@H]1OC(C)=O)=O)=O